7-(((2-((2-(diethylamino)ethyl)(ethyl)amino)ethoxy)carbonyl)oxy)tridecane-1,13-diyl dioleate C(CCCCCCC\C=C/CCCCCCCC)(=O)OCCCCCCC(CCCCCCOC(CCCCCCC\C=C/CCCCCCCC)=O)OC(=O)OCCN(CC)CCN(CC)CC